1-ethyl-3-(3-dimethylaminopropyl)carbodiimide-hydrochloride Cl.C(C)N=C=NCCCN(C)C